1-(2-chloro-6-methylphenyl)-4-cyclopropyl-1H-pyrazole-5-carboxylic acid ethyl ester C(C)OC(=O)C1=C(C=NN1C1=C(C=CC=C1C)Cl)C1CC1